COCCS(=O)(=O)Cl 2-methoxy-1-ethanesulfonyl chloride